N-(6-(7-(dimethylamino)-6-fluoro-5-methyl-1H-indazol-4-yl)imidazo[1,2-a]pyrazin-2-yl)-2-fluorocyclopropane-1-carboxamide CN(C=1C(=C(C(=C2C=NNC12)C=1N=CC=2N(C1)C=C(N2)NC(=O)C2C(C2)F)C)F)C